Di(n-propyl)methyl-(sec-butoxy)silane C(CC)[Si](OC(C)CC)(C)CCC